FC1=C(C(=C(C(=C1B(C1=C(C(=C(C(=C1F)F)F)F)F)C1=C(C(=C(C(=C1F)F)F)F)F)F)F)F)F tri-(pentafluorophenyl)borane